CC1=NN=C(C2=CC(=CC=C12)N1CCOCC1)N[C@H](C)C=1C=C(C=C(C1)C(F)(F)F)O (R)-3-(1-((4-methyl-7-morpholinophthalazin-1-yl)amino)ethyl)-5-(trifluoromethyl)phenol